OC(CCCCCCCCCCC(=O)OCC(COC(CCCCCCCCCCC(CCCCCC)O)=O)(COC(CCCCCCCCCCC(CCCCCC)O)=O)CC)CCCCCC 2-Ethyl-2-(((12-hydroxyoctadecanoyl)oxy)methyl)propan-1,3-diyl bis(12-hydroxyoctadecanoat)